Trans-2-chloro-5-(2,2-dichloro-3-(3,5-dichlorophenyl)cyclopropane-1-carboxamido)-N-(2-methyl-4-(phenethylamino)phenyl)benzamide ClC1=C(C(=O)NC2=C(C=C(C=C2)NCCC2=CC=CC=C2)C)C=C(C=C1)NC(=O)[C@@H]1C([C@H]1C1=CC(=CC(=C1)Cl)Cl)(Cl)Cl